p-toluenesulfonic acid isocyanate CC1=CC=C(C=C1)S(=O)(=O)N=C=O